rac-1-(4-(2,6-dioxopiperidin-3-yl)phenyl)piperidine-4-carbaldehyde O=C1NC(CC[C@@H]1C1=CC=C(C=C1)N1CCC(CC1)C=O)=O |r|